CN(C/C=C/C(=O)N1CC2=C(SC=3N=CN=C(C32)NC3=CC(=C(C=C3)OC=3C=NC(=CC3)OC)C)C1)C (E)-4-(dimethylamino)-1-(4-((4-((6-methoxypyridin-3-yl)oxy)-3-methylphenyl)amino)-5,7-dihydro-6H-pyrrolo[3',4':4,5]thieno[2,3-d]pyrimidin-6-yl)but-2-en-1-one